OC[C@@H]1N(C[C@@H]([C@H]([C@@H]1O)O)O)C[C@@H]1CN(CC1)C=1C=NC=CC1C(F)(F)F (2S,3R,4R,5S)-2-(hydroxymethyl)-1-(((R)-1-(4-(trifluoromethyl)pyridin-3-yl)pyrrolidin-3-yl)methyl)piperidine-3,4,5-triol